C(CCCC)(=O)NC1=CC=CC=C1 valerylaminobenzene